CCCOCCC di-n-propylether